NC1=CC=C(C=C1)C1=C2C(=NNC(C2=CC=C1)=O)C1=CC=C(C=C1)OC1=CC=C(C=C1)N 4-aminophenyl-4-[4-(4-aminophenoxy)phenyl]2,3-naphthyridine-1-one